C1(CCCCC1)C=1N=CC(=NC1)CN(C(=O)[C@@H]1N(CC1)S(=O)(=O)C1=C(C(=C(C(=C1F)F)OC)F)F)C1=CC(=C(C(=O)O)C=C1)O (R)-4-(N-((5-cyclohexylpyrazin-2-yl)methyl)-1-((2,3,5,6-tetrafluoro-4-methoxyphenyl)sulfonyl)azetidine-2-carboxamido)-2-hydroxybenzoic acid